ethyl-(chloro)aluminium isopropoxide CC([O-])C.C(C)[Al+]Cl